FC=1C(=NC=C(C1)F)C=1C(=C2C(=NC1N)N(N=C2I)COCC[Si](C)(C)C)C (3,5-difluoropyridin-2-yl)-3-iodo-4-methyl-1-((2-(trimethylsilyl)ethoxy)methyl)-1H-pyrazolo[3,4-b]pyridin-6-amine